2-[(6-chloro-2-pyridyl)oxy]ethanol ClC1=CC=CC(=N1)OCCO